C(C)C1=CC(=C(C=C1)F)[N+](=O)[O-] 4-Ethyl-1-fluoro-2-nitrobenzene